Cl.FC1=C(C=C(C=C1)C1=C2C(=C(C(N(C2=CC=C1)CC(C)C)=O)C(=O)N)O)N1CCN(CC1)C (4-fluoro-3-(4-methylpiperazin-1-yl)phenyl)-4-hydroxy-1-isobutyl-2-oxo-1,2-dihydroquinoline-3-carboxamide hydrochloride salt